1-methyl-1,4-azaphosphorinane 4-oxide CN1CCP(CC1)=O